C(C1=CC=CC=C1)[C@]1(N(CCC[C@@H]1NC(=O)OC(C)(C)C)C(=O)[O-])COC1CCC(CC1)C1=C(C=CC=C1)OS(=O)(=O)C(F)(F)F.N[C@@H](CC(C)C)[C@@H](O)CC(O)=[Se].[Mn+2].C(C1=CC=CC=C1)[C@]1(N(CCC[C@@H]1NC(=O)OC(C)(C)C)C(=O)[O-])COC1CCC(CC1)C1=C(C=CC=C1)OS(=O)(=O)C(F)(F)F manganese selenostatine benzyl-(2R,3S)-3-((tert-butoxycarbonyl)amino)-2-((((1s,4S)-4-(2-(((trifluoromethyl)sulfonyl)oxy)phenyl)cyclohexyl)oxy)methyl)piperidine-1-carboxylate